N1=CC=C(C=C1)COC(C1CCN(CC1)C(=O)OC(C)(C)C)([2H])[2H] tert-butyl 4-((pyridin-4-ylmethoxy)methyl-d2)piperidine-1-carboxylate